trans-5-tetradecene CCCC\C=C\CCCCCCCC